2-(6-amino-8-((6-(dimethylamino)benzo[d][1,3]dioxol-5-yl)thio)-9H-purin-9-yl)-N-methylethanesulfonamide NC1=C2N=C(N(C2=NC=N1)CCS(=O)(=O)NC)SC1=CC2=C(OCO2)C=C1N(C)C